niobium (v) ethoxide [O-]CC.[Nb+5].[O-]CC.[O-]CC.[O-]CC.[O-]CC